7-[[4-[[(1S)-2-hydroxy-1-phenyl-ethyl]amino]-5-(1,3,4-oxadiazol-2-yl)pyrimidin-2-yl]amino]-3,3-dimethyl-2,4-dihydroisoquinolin-1-one OC[C@H](C1=CC=CC=C1)NC1=NC(=NC=C1C=1OC=NN1)NC1=CC=C2CC(NC(C2=C1)=O)(C)C